3-methyl-N-[(1s,4s)-4-{[6-chloro-2-(trifluoromethyl)quinolin-4-yl]amino}cyclohexyl]benzamide CC=1C=C(C(=O)NC2CCC(CC2)NC2=CC(=NC3=CC=C(C=C23)Cl)C(F)(F)F)C=CC1